FC1=C(C(=CC=2SC(=CC21)C(CCC(=O)OC)=O)OC)OC Methyl 4-(4-fluoro-5,6-dimethoxybenzo[b]thiophen-2-yl)-4-oxobutanoate